CONC(C1=CC(=CC=C1)OCC)=O N-methoxy-3-(ethoxy)benzamide